C(=O)O.C1(NCCC2=CC=CC=C12)=O 3,4-dihydroisoquinolin-1(2H)-one formate